FC(S(=O)(=O)[O-])(F)F.FC(S(=O)(=O)[O-])(F)F.C(C)[N+]1=C(NC=C1)C.C(C)[N+]1=C(NC=C1)C ethylmethylimidazolium bis(trifluoromethanesulfonate)